[4-(2-hydroxyethyl)morpholin-2-yl]methanone OCCN1CC(OCC1)C=O